3-(3,5-dimethylisoxazol-4-yl)-5'-methyl-4-pentyl-2'-(prop-1-en-2-yl)-1',2',3',4'-tetrahydro-[1,1'-biphenyl]-2,6-diol CC1=NOC(=C1C1=C(C(=C(C=C1CCCCC)O)C1C(CCC(=C1)C)C(=C)C)O)C